2-methoxyquinoline-6-carboxylic acid COC1=NC2=CC=C(C=C2C=C1)C(=O)O